C1(CCCCC1)NC(=O)C1=CC(=CC(=C1)C(=O)NC1CCCCC1)C(=O)NC1CCCCC1 N,N',N''-tricyclohexyl-1,3,5-benzenetricarboxamide